N-(1-Benzylpiperidin-4-yl)-4-(2,6-dimethylphenoxy)-6,7-dihydro-5H-cyclopenta[d]pyrimidin-2-amine C(C1=CC=CC=C1)N1CCC(CC1)NC=1N=C(C2=C(N1)CCC2)OC2=C(C=CC=C2C)C